FC1(CC(C(NC1)C)CO)F (5,5-difluoro-2-methylpiperidin-3-yl)methanol